C(C)OC(=O)C1=CC=C(C=C1)NC1=NC=NC=N1 6-[4-(ethylcarboxyl)-phenylamino]-1,3,5-triazine